FC1=C(C=C(C=C1)OC=1C(=C2C=CNC2=C(C1F)F)F)C1=NC(=NN1)C1(CCOC2=C(C=CC=C12)CCC(=O)OCC)C ethyl 3-[4-[5-[2-fluoro-5-[(4,6,7-trifluoro-1H-indol-5-yl)oxy]phenyl]-1H-1,2,4-triazol-3-yl]-4-methyl-chroman-8-yl]propanoate